4-(2-oxo-3-norbornylmethyl)benzene-sulfonic acid O=C1C2CCC(C1CC1=CC=C(C=C1)S(=O)(=O)O)C2